CC=1C=C(CC2C(CCC2)=O)C=CC1 2-(3-methylbenzyl)-1-cyclopentanone